N-((5-bromo-2-(trifluoromethyl)pyridin-4-yl)aminomethylthio)benzamide BrC=1C(=CC(=NC1)C(F)(F)F)NCSNC(C1=CC=CC=C1)=O